ClC1=NC(=NC(=N1)C=1C=C2C(=NC1)N=CN2COCC[Si](C)(C)C)NC2=CC(=CC=C2)C(F)(F)F 4-chloro-N-(3-(trifluoromethyl)phenyl)-6-(1-((2-(trimethylsilyl)ethoxy)methyl)-1H-imidazo[4,5-b]pyridin-6-yl)-1,3,5-triazin-2-amine